C(C[C@@H](C(=O)[O-])[NH3+])C[NH+]=C(N)N The molecule is the L-enantiomer of argininium(1+). It has a role as a human metabolite and a Saccharomyces cerevisiae metabolite. It is a conjugate base of a L-argininium(2+). It is a conjugate acid of a L-arginine. It is an enantiomer of a D-argininium(1+).